N-((7-fluoro-3-hydroxy-2,3-dihydro-1H-inden-4-yl)(methyl)(oxo)-λ6-sulfanylidene)cyanamide FC=1C=CC(=C2C(CCC12)O)S(=NC#N)(=O)C